2-Ethyl-4-methyl-1-pentanol C(C)C(CO)CC(C)C